C[C@@H]1CN(CCO1)CN1C(C2=C3C(C=CC=C13)=CC=C2)=O (((R)-2-methylmorpholinyl)methyl)benzo[cd]indol-2(1H)-one